FC(C=1C=C(C=C(C1)C(F)(F)F)[B-](C1=CC(=CC(=C1)C(F)(F)F)C(F)(F)F)(C1=CC(=CC(=C1)C(F)(F)F)C(F)(F)F)C1=CC(=CC(=C1)C(F)(F)F)C(F)(F)F)(F)F.C1(=CC=CC=C1)[C+](C1=CC=CC=C1)C1=CC=CC=C1 triphenylcarbenium tetrakis(3,5-bis(trifluoromethyl)phenyl)borate